O=C1NC(=CC(N1)=O)C(F)(F)F 2,4-dioxo-6-(trifluoromethyl)-1,2,3,4-tetrahydropyrimidine